FC(CN1N=CC=2C=NC(=CC21)C(=O)N[C@H]2COC1=C(N(C2=O)C)C=CC=C1)(C)F 1-(2,2-difluoropropyl)-N-[(3S)-5-methyl-4-oxo-2,3-dihydro-1,5-benzoxazepine-3-yl]Pyrazolo[4,3-c]Pyridine-6-carboxamide